BrC=1C(=C(NC)C=CC1Cl)[N+](=O)[O-] 3-bromo-4-chloro-N-methyl-2-nitroaniline